tert-butyl [(3R)-4-azido-3-methylbutyl]carbamate N(=[N+]=[N-])C[C@@H](CCNC(OC(C)(C)C)=O)C